(S)-methyl 2-(2,5-difluoro-4-(6-hydroxypyridin-2-yl) benzyl)-1-(oxetan-2-ylmethyl)-1H-benzo[d]imidazole-6-carboxylate FC1=C(CC2=NC3=C(N2C[C@H]2OCC2)C=C(C=C3)C(=O)OC)C=C(C(=C1)C1=NC(=CC=C1)O)F